C(C=C)(=O)N1CC(CCC1)N1C=C(C2=C1N=CN=C2N)C2=CC=CC1=C2OCO1 7-(7-(1-acryloylpiperidin-3-yl)-4-amino-7H-pyrrolo[2,3-d]pyrimidin-5-yl)benzo[d][1,3]dioxol